C(C)(=O)O[C@@H](COC1=CC=C(C=C1)S(=O)(=O)C1=CC(=C(C(=C1)Cl)OC[C@H](CCl)OC(C)=O)Cl)COC (R)-1-(4-((4-((R)-2-acetoxy-3-chloropropoxy)-3,5-dichlorophenyl)sulfonyl)phenoxy)-3-methoxypropan-2-yl acetate